2-((1R,5S,6s)-3-azabicyclo[3.1.0]Hexan-6-yl)-5-bromobenzo[d]thiazole [C@H]12CNC[C@@H]2C1C=1SC2=C(N1)C=C(C=C2)Br